N-(5-cyano-6-(2H-1,2,3-triazol-2-yl)pyridin-3-yl)-1-(quinolin-5-yl)-5-(trifluoromethyl)-1H-pyrazole-4-carboxamide C(#N)C=1C=C(C=NC1N1N=CC=N1)NC(=O)C=1C=NN(C1C(F)(F)F)C1=C2C=CC=NC2=CC=C1